3-iodo-1-methyl-1H-pyrazole-4-carboxylic acid tert-butyl ester C(C)(C)(C)OC(=O)C=1C(=NN(C1)C)I